[Ag+].P([O-])([O-])=O.[Ag+] phosphonate silver (I)